(Z)-5-[(dimethylamino)methylidene]-6,7-dihydro-1-benzofuran-4(5H)-one CN(C)\C=C/1\CCC2=C(C=CO2)C1=O